F[C@@H]1CN(CC[C@@H]1NC1=C2C=C(N(C2=CC=C1)CC(F)(F)F)C#CCNC1=C(C=C(C(=O)NC)C=C1)OC)C 4-[3-[4-[[(3R,4S)-3-fluoro-1-methyl-4-piperidyl]amino]-1-(2,2,2-trifluoroethyl)indol-2-yl]prop-2-ynylamino]-3-methoxy-N-methyl-benzamide